(S)-4-Acetamido-N1-((S)-1-(((S)-1-amino-6-diazo-1,5-dioxohexan-2-yl)amino)-6-diazo-1,5-dioxohexan-2-yl)pentanediamide C(C)(=O)N[C@@H](CCC(=O)N[C@H](C(=O)N[C@H](C(=O)N)CCC(C=[N+]=[N-])=O)CCC(C=[N+]=[N-])=O)C(=O)N